C(CCCCCCCCCCCCCCC)(=O)OCCOC(CCCCCCCCCCCCCCC)=O ethylene bispalmitate